(thieno[3,2-c]pyridin-2-yl)methanone S1C(=CC=2C=NC=CC21)C=O